2-isopropoxybenzopinacol C(C)(C)OC1=C(C=CC=C1)C(O)(C1=CC=CC=C1)C(O)(C1=CC=CC=C1)C1=CC=CC=C1